(S)-N-(4-fluorophenyl)-1,2,4-trimethyl-5-(2-oxo-2-((1,1,1-trifluoroprop-2-yl)amino)acetyl)-1H-pyrrole-3-carboxamide FC1=CC=C(C=C1)NC(=O)C1=C(N(C(=C1C)C(C(N[C@H](C(F)(F)F)C)=O)=O)C)C